thieno[3,2-d]pyrimidine-2-amine N1=C(N=CC2=C1C=CS2)N